ethyl-1-Butene C(C)C=CCC